1-(4-isopropyl-phenyl)-3-(3,5-dimethoxystyryl)-5-(3,5-dimethoxystyryl)-pyrazoline C(C)(C)C1=CC=C(C=C1)N1NC(=CC1C=CC1=CC(=CC(=C1)OC)OC)C=CC1=CC(=CC(=C1)OC)OC